tert-butyl 2-(3-fluoro-4-(7-(methylcarbamoyl)benzo[d]imidazo[2,1-b]thiazol-2-yl)phenyl)pyrrolidine-1-carboxylate FC=1C=C(C=CC1C=1N=C2SC3=C(N2C1)C=CC(=C3)C(NC)=O)C3N(CCC3)C(=O)OC(C)(C)C